(±)-tert-butyl (1S,2R,3R,5R)-3-((6-chloropyridazin-3-yl)(methyl)amino)-2-fluoro-8-azabicyclo[3.2.1]octane-8-carboxylate ClC1=CC=C(N=N1)N([C@H]1[C@H]([C@@H]2CC[C@H](C1)N2C(=O)OC(C)(C)C)F)C |r|